N1N=C(C=C1)C1=CC=C(C=C1)N1CCC(CC1)CO[Si](C1=CC=CC=C1)(C1=CC=CC=C1)C(C)(C)C 1-(4-(1H-pyrazol-3-yl)phenyl)-4-(((tert-butyldiphenylsilyl)oxy)methyl)piperidine